C1=CC=C(C=C1)C2=C3C=CC=CC3=C(C4=CC=CC=C42)C5=CC=CC=C5 The molecule is a member of the class of anthracenes that is anthracene in which both of the hydrogens on the central ring are substituted by phenyl groups. It has a role as a fluorochrome and a photosensitizing agent.